5-amino-N-(3-chloro-4-fluorophenyl)-1-methyl-3-(2-(trifluoromethyl)hexahydro-1'H-spiro[oxazolidine-5,2'-pentalene]-5'-yl)-1H-pyrazole-4-carboxamide NC1=C(C(=NN1C)C1CC2CC3(CC2C1)CNC(O3)C(F)(F)F)C(=O)NC3=CC(=C(C=C3)F)Cl